pentaerythritol tris-(3-aziridinyl)-propionate N1CC1C(CC(=O)OCC(CO)(CO)CO)(C1CN1)C1CN1